1-(pyridin-3-ylcarbonyl)pyrrolidine-3-carbohydrazide N1=CC(=CC=C1)C(=O)N1CC(CC1)C(=O)NN